C(C)C=1CC2CC(C2C1)=O 3-ethylbicyclo[3.2.0]hept-3-en-6-one